N1CC(CC1)C(=O)O 3-PYRROLIDINECARBOXYLIC ACID